5-methyl-2-(4,4,5,5-tetramethyl-1,3,2-dioxaborolan-2-yl)-3-(trifluoromethyl)phenol CC=1C=C(C(=C(C1)O)B1OC(C(O1)(C)C)(C)C)C(F)(F)F